C(C)(C)(C)OC(=O)N1C(CNCC1)C1=C(C=C(C=C1)C1=NC(=NO1)C1=C(C=CC=C1)OC)[N+](=O)[O-] (4-(3-(2-methoxyphenyl)-1,2,4-oxadiazol-5-yl)-2-nitrophenyl)piperazine-1-carboxylic acid tert-butyl ester